COC(=O)C=1C=C2C=NN(C2=CC1)CC1=CC=C(C=C1)OC(F)(F)F 1-(4-Trifluoromethoxybenzyl)-1H-indazole-5-carboxylic acid methyl ester